methyl 4-(3-fluoro-2-(2,2,2-trifluoroethyl)phenyl)-2-ethyl-5-oxo-1,4,5,7-tetrahydrofuro[3,4-b]pyridine-3-carboxylate FC=1C(=C(C=CC1)C1C2=C(NC(=C1C(=O)OC)CC)COC2=O)CC(F)(F)F